7-[(3,3-difluorocyclobutyl)methoxy]-3,4-dihydro-1H-isoquinoline-2-carboxylic acid tert-butyl ester C(C)(C)(C)OC(=O)N1CC2=CC(=CC=C2CC1)OCC1CC(C1)(F)F